9-[1-[[6-Chloro-2-(1-methyl-1,2,4-triazol-3-yl)-3-pyridyl]amino]ethyl]-3-ethyl-4-(2-hydroxyethyl)-7-methyl-pyrazolo[3,4-c]isoquinolin-5-one ClC1=CC=C(C(=N1)C1=NN(C=N1)C)NC(C)C=1C=2C3=C(N(C(C2C=C(C1)C)=O)CCO)N(N=C3)CC